C1(=CC=CC2=C(C=CC=C12)B(O)O)C1=CC=CC2=CC=CC=C12 [1,1'-binaphthyl]-5-ylboronic acid